5-(4-chloro-2-methylbenzyl)-3-[5-(3-cyclopropyl-2-fluorophenoxy)-2-methylpyridin-4-yl]-5,6-dihydro-4H-1,2,4-oxadiazine ClC1=CC(=C(CC2NC(=NOC2)C2=CC(=NC=C2OC2=C(C(=CC=C2)C2CC2)F)C)C=C1)C